ClC1=C(C=C(C=C1)C#CC1(CC1)NC(OC(C)(C)C)=O)C1(CC1)C tert-butyl (1-((4-chloro-3-(1-methylcyclopropyl)-phenyl)ethynyl)cyclopropyl)carbamate